The molecule is the stable isotope of gold with relative atomic mass 196.966552, 100 atom percent natural abundance and nuclear spin 3/2. [197Au]